FC1=C(C(=C(C=C1C1=NN(C2=NC(=NC=C21)N2C(COCC2)CN2CCCC2)C)C(F)(F)F)F)O 2,6-Difluoro-3-(1-methyl-6-(3-(pyrrolidin-1-ylmethyl)morpholino)-1H-pyrazolo[3,4-d]pyrimidin-3-yl)-5-(trifluoromethyl)phenol